C(C)(C)(C)OC(=O)N1CCC2(CC1)OC1=C(C2=NS(=O)C(C)(C)C)C=CC=C1 3-((tert-butylsulfinyl)imino)-3H-spiro[benzofuran-2,4'-piperidine]-1'-carboxylic acid tert-butyl ester